CC1=C(C=C(C(=C1)C)NC1=NC=CC=C1C1=C2N=CN(C2=NC=N1)C1OCCCC1)NC(C1=NC=CC(=C1)C(F)(F)F)=O N-(2,4-dimethyl-5-((3-(9-(tetrahydro-2H-pyran-2-yl)-9H-purin-6-yl)pyridin-2-yl)amino)phenyl)-4-(trifluoromethyl)picolinamide